NCC1=C(C=CC=C1Cl)C1(CC1)O 1-(2-(aminomethyl)-3-chlorophenyl)cyclopropan-1-ol